N-((1-(6-FLUORO-7-METHYLQUINAZOLIN-4-YL)PIPERIDIN-3-YL)METHYL)METHANESULFONAMIDE FC=1C=C2C(=NC=NC2=CC1C)N1CC(CCC1)CNS(=O)(=O)C